CC1=C(C(=O)O[C@H](C1)[C@@H](C)[C@H]2CC[C@@H]3[C@@]2(CC[C@H]4[C@H]3CCC5=CC(=O)C=C[C@]45C)COC(=O)C)C The molecule is a withanolide that is (22R)-22,26-epoxyergosta-1,4,24-triene substituted by oxo groups at positions 3 and 26 and an acetoxy group at position 18. Isolated from Paraminabea acronocephala, it exhibits anti-inflammatory activity. It has a role as an anti-inflammatory agent and a coral metabolite. It is a withanolide, a delta-lactone, an organic heterotetracyclic compound, an acetate ester, an ergostanoid and a 3-oxo-Delta(1),Delta(4)-steroid.